4-(4-(((7-bromo-2-(2,6-dioxopiperidin-3-yl)-1-oxoisoindolin-5-yl)methyl)(methyl)amino)piperidin-1-yl)-N-(4-methyl-3-((4-(pyridin-3-yl)pyrimidin-2-yl)amino)phenyl)benzamide BrC=1C=C(C=C2CN(C(C12)=O)C1C(NC(CC1)=O)=O)CN(C1CCN(CC1)C1=CC=C(C(=O)NC2=CC(=C(C=C2)C)NC2=NC=CC(=N2)C=2C=NC=CC2)C=C1)C